C(CCCCCCCCCCC\C=C/CCCCCCCC)(=O)OCCCCCCCCCCCCCCCCCC stearyl alcohol erucate